methyl (2-chloro-5-[1-(3-methylbenzyloxyimino)ethyl]benzyl)carbamate ClC1=C(CNC(OC)=O)C=C(C=C1)C(C)=NOCC1=CC(=CC=C1)C